C(C)(C)(C)[C@@H]1CC=2C=C3C(=NC2CC1)SC(=N3)C(=O)N[C@H](CCN3CCC(CC3)O)C3=CC=C(C=C3)C=3C=NSC3 (7S)-7-tert-butyl-N-[(1R)-3-(4-hydroxy-1-piperidyl)-1-(4-isothiazol-4-ylphenyl)propyl]-5,6,7,8-tetrahydrothiazolo[5,4-b]quinoline-2-carboxamide